ClC1=CC2=C(N(CS2)CC=2C=C3CN(C(C3=CC2)=O)C2C(NC(CC2)=O)=O)C=C1 6-Chloro-N-((2-(2,6-dioxopiperidin-3-yl)-1-oxoisoindolin-5-yl)methyl)benzo[d]thiazole